N1(CCC1)C(CCl)=O 1-Azetidin-1-yl-2-chloro-ethanone